3-(4-((2-(1-(Aminomethyl)cyclohexyl)ethyl)amino)-1-oxoisoindolin-2-yl)piperidine-2,6-dione hydrochloride Cl.NCC1(CCCCC1)CCNC1=C2CN(C(C2=CC=C1)=O)C1C(NC(CC1)=O)=O